Cl\C=C(\C)/Cl (1Z)-1,2-dichloroprop-1-ene